N-(1-((1-methylcyclopropyl)methyl)-6-(N-(1-methylcyclopropyl)sulfamoyl)-2,4-dioxo-1,4-dihydroquinazolin-3(2H)-yl)-2-(trifluoromethyl)acrylamide CC1(CC1)CN1C(N(C(C2=CC(=CC=C12)S(NC1(CC1)C)(=O)=O)=O)NC(C(=C)C(F)(F)F)=O)=O